(R)-6-[7-(difluoromethyl)-6-(1-methylpyrazole-4-yl)-3,4-dihydro-2H-quinoline-1-yl]-1,3-dimethyl-indolin-2-one FC(C1=C(C=C2CCCN(C2=C1)C1=CC=C2[C@H](C(N(C2=C1)C)=O)C)C=1C=NN(C1)C)F